1,3-bis(N-piperazinopropyl-3-aminopropyl)-1,1,3,3-tetramethoxydisiloxane N1(CCNCC1)CCCNCCC[Si](O[Si](OC)(OC)CCCNCCCN1CCNCC1)(OC)OC